O[C@H]1C[C@@]2(\C(\CC[C@H]2[C@@H]2CCC3=CC(C=C[C@@]3([C@@H]12)C)=O)=N/O)C (8S,9S,10R,11S,13S,14S,Z)-11-hydroxy-17-(hydroxyimino)-10,13-dimethyl-6,7,8,9,10,11,12,13,14,15,16,17-dodecahydro-3H-cyclopenta[a]phenanthren-3-one